3-methoxymethyl-1-(6-pyrrolidin-1-yl-pyridin-3-ylmethyl)-1H-pyrazole COCC1=NN(C=C1)CC=1C=NC(=CC1)N1CCCC1